tert-Butyl N-[(S)-{5-[1-benzyl-4-(3,3-difluoroazetidine-1-carbonyl)pyrrolidin-3-yl]-4-fluoro-1H-benzimidazol-2-yl}(4-methylcyclohexyl)methyl]carbamate C(C1=CC=CC=C1)N1CC(C(C1)C(=O)N1CC(C1)(F)F)C1=C(C2=C(NC(=N2)[C@@H](NC(OC(C)(C)C)=O)C2CCC(CC2)C)C=C1)F